2-dimethylamino-2-methyl-1-propanolate CN(C(C[O-])(C)C)C